C[Si](OC[C@@H]1[C@H]([C@H](C[C@H]1OC1OCCCC1)O)C=CC)(C(C)(C)C)C (1S,2R,3S,4R)-3-({[dimethyl(2-methyl-2-propanyl)silyl]oxy}methyl)-2-(1-propen-1-yl)-4-(tetrahydro-2H-pyran-2-yloxy)cyclopentanol